N-(4-((3-(ethoxymethyl)-3-phenethylpyrrolidin-1-yl)methyl)phenyl)pyrazin-2-amine C(C)OCC1(CN(CC1)CC1=CC=C(C=C1)NC1=NC=CN=C1)CCC1=CC=CC=C1